1-(1,3-dimethyl-2-oxo-2,3-dihydro-1H-benzimidazol-5-yl)-2,4-dioxo-3-[(1R)-4-(trifluoromethyl)-2,3-dihydro-1H-inden-1-yl]-1,2,3,4-tetrahydropyrimidine-5-carboxylic acid CN1C(N(C2=C1C=CC(=C2)N2C(N(C(C(=C2)C(=O)O)=O)[C@@H]2CCC1=C(C=CC=C21)C(F)(F)F)=O)C)=O